tert-butyl 3-[6-methoxy-5-[(5-methyl-3-phenyl-isoxazole-4-carbonyl)amino]-2-pyridyl]-6,8-dihydro-5H-imidazo[1,2-a]pyrazine-7-carboxylate COC1=C(C=CC(=N1)C1=CN=C2N1CCN(C2)C(=O)OC(C)(C)C)NC(=O)C=2C(=NOC2C)C2=CC=CC=C2